4-(4-((1H-IMIDAZOL-1-YL)SULFONYL)-1H-PYRAZOL-1-YL)-2-(TRIFLUOROMETHYL)PYRIDINE N1(C=NC=C1)S(=O)(=O)C=1C=NN(C1)C1=CC(=NC=C1)C(F)(F)F